ClC1=CC=C(C=C1)C1=NOC(=N1)N1CCC(CC1)C(=O)NC[C@@H]1CN(CC1)CC1CN(CCC1)C(=O)[O-] 3-(((R)-3-((1-(3-(4-chlorophenyl)-1,2,4-oxadiazol-5-yl)piperidine-4-carboxamido)methyl)pyrrolidin-1-yl)methyl)piperidine-1-carboxylate